N1=NC(=CC=C1)CN1C(C=C(C=C1)C1=NN(C2=CC=CC=C12)C1=CC=C(C=C1)C(F)(F)F)=O 1-(pyridazin-3-ylmethyl)-4-(1-(4-(trifluoromethyl)phenyl)-1H-indazol-3-yl)pyridin-2(1H)-one